C(C)(C)N1CCC(CC1)N1CCC(CC1)C=1C=C(C2=C(N(C(=N2)C2=CC=C(C=C2)S(=O)(=O)C)C)C1)C 6-(1'-isopropyl-[1,4'-bipiperidin]-4-yl)-1,4-dimethyl-2-(4-(methylsulfonyl)phenyl)-1H-benzo[d]imidazole